(2R,3R)-3-((S)-1-((3R,4S,5S)-4-((S)-N,3-dimethyl-2-((S)-1-methylpiperidine-2-carboxamido)butanamido)-3-methoxy-5-methylheptanoyl)pyrrolidin-2-yl)-3-methoxy-2-methylpropanoic acid CN(C([C@H](C(C)C)NC(=O)[C@H]1N(CCCC1)C)=O)[C@H]([C@@H](CC(=O)N1[C@@H](CCC1)[C@@H]([C@H](C(=O)O)C)OC)OC)[C@H](CC)C